NC1=CC=C(C=N1)C=CC(=O)NCC=1OC2=C(C1)C=C(C=C2C(F)(F)F)C2=NC=C(C=C2)C(=O)N2CCN(CC2)C 3-(6-aminopyridin-3-yl)-N-((5-(5-(4-methylpiperazine-1-carbonyl)pyridin-2-yl)-7-(trifluoromethyl)benzofuran-2-yl)methyl)acrylamide